5-(4-fluorophenyl)-1-(2-methoxyethyl)-4-oxo-1,4-dihydropyridazine-3-carboxylic acid ethyl ester C(C)OC(=O)C1=NN(C=C(C1=O)C1=CC=C(C=C1)F)CCOC